4-((1R,5S)-3,8-diazabicyclo[3.2.1]octan-3-yl)-7H-pyrrolo[2,3-d]pyrimidine trifluoroacetate FC(C(=O)O)(F)F.[C@H]12CN(C[C@H](CC1)N2)C=2C1=C(N=CN2)NC=C1